2,5-Dichloro-4-fluoronicotinic acid methyl ester COC(C1=C(N=CC(=C1F)Cl)Cl)=O